(E)-1-methyl-2-(prop-1-en-1-yl)disulfane CSS\C=C\C